N(NC(=S)N)=C(C1=CC=C(C=C1)OC)C(C1=CC=C(C=C1)OC)=NNC(=S)N 4,4'-Dimethoxybenzil bisthiosemicarbazone